C1(CC1)[C@H](C)NC(=O)C=1C=NC(=C(C1)C1=CC(=CC(=C1)C(F)(F)F)F)OC N-[(1S)-1-cyclopropylethyl]-5-[3-fluoro-5-(trifluoromethyl)phenyl]-6-methoxypyridine-3-carboxamide